[(1S,2S)-2-[2-[2-[4-[5-[tert-butyl(dimethyl)silyl]oxy-1-tetrahydropyran-2-yl-indazol-3-yl]pyrazol-1-yl]ethoxy]ethoxy]-1-methyl-propyl]methanesulfonate [Si](C)(C)(C(C)(C)C)OC=1C=C2C(=NN(C2=CC1)C1OCCCC1)C=1C=NN(C1)CCOCCO[C@H]([C@H](C)CS(=O)(=O)[O-])C